octyl phosphate dioctylamine salt C(CCCCCCC)NCCCCCCCC.P(=O)(OCCCCCCCC)(O)O